(3-(dimethylamino)azetidin-1-yl)(4-(5-(2-methyl-1,2,3,4-tetrahydroisoquinolin-7-yl)-1-tosyl-1H-pyrrolo[2,3-b]pyridin-3-yl)-1H-pyrazol-1-yl)methanone CN(C1CN(C1)C(=O)N1N=CC(=C1)C1=CN(C2=NC=C(C=C21)C2=CC=C1CCN(CC1=C2)C)S(=O)(=O)C2=CC=C(C)C=C2)C